(1R,2S)-1-(2-chloro-5-fluorophenyl)-1-(1-methyl-1H-pyrazol-4-yl)propan ClC1=C(C=C(C=C1)F)[C@H](CC)C=1C=NN(C1)C